C1(CCCCC1)[C@@H](CN(C(=O)[C@@H]1OC2=CC(=CC=C2CC1)OCC=1C=CC=2N(C1)C=CN2)CC(N2CCCC2)=O)C2=CC=CC=C2 |&1:11| (2RS)-N-[(2R)-2-Cyclohexyl-2-phenyl-ethyl]-7-(imidazo[1,2-a]pyridin-6-ylmethoxy)-N-(2-oxo-2-pyrrolidin-1-yl-ethyl)chromane-2-carboxamide